trimethylborane CB(C)C